3-((1R,3R)-1-(3-bromophenyl)-3-methylcyclobutyl)-4-methyl-4H-1,2,4-triazole BrC=1C=C(C=CC1)C1(CC(C1)C)C1=NN=CN1C